ClC1=C(C=CC=C1)N1NC=2C(=C(N(C(C2)=O)CC2=CC=NC=C2)C2=CC=C(C=C2)Cl)C1=O 2-(2-chlorophenyl)-4-(4-chlorophenyl)-5-(pyridin-4-ylmethyl)-1H-pyrazolo[4,3-c]pyridine-3,6(2H,5H)-dione